C(C)(C)OC1=C2C(=NN(C2=CC=C1)C(C1=CC=CC=C1)(C1=CC=CC=C1)C1=CC=CC=C1)C1=C(C(N(N=C1)C)=O)N1CCOCC1 (4-isopropoxy-1-trityl-1H-indazol-3-yl)-2-methyl-4-(N-morpholinyl)pyridazin-3(2H)-one